11-chloroundecyl-trichlorosilane ClCCCCCCCCCCC[Si](Cl)(Cl)Cl